2-(4-(2-((3-(Bis((Z)-2-hydroxyoctadec-9-en-1-yl)amino)propyl)disulfaneyl)ethyl)piperazin-1-yl)ethyl 4-(bis((Z)-2-hydroxyoctadec-9-en-1-yl)amino)butanoate OC(CN(CCCC(=O)OCCN1CCN(CC1)CCSSCCCN(CC(CCCCCC\C=C/CCCCCCCC)O)CC(CCCCCC\C=C/CCCCCCCC)O)CC(CCCCCC\C=C/CCCCCCCC)O)CCCCCC\C=C/CCCCCCCC